C(C)SC1=CC=C(C=C1)CO (4-Ethylsulfanylphenyl)methanol